S(O)(O)(=O)=O.C(C)OC(=O)N1CCN(CC1)C([C@@H](NS(=O)(=O)C1=C(C=C(C=C1C(C)C)C(C)C)C(C)C)CC1=CC(=CC=C1)\C(=N/O)\N)=O 4-{3-[(E)-amino(hydroxyimino)methyl]-N-[(2,4,6-triisopropylphenyl)sulfonyl]-L-phenylalanyl}piperazine-1-carboxylic acid ethyl ester bisulfate